(R)-hexan-2-yl 4-methylbenzenesulfonate CC1=CC=C(C=C1)S(=O)(=O)O[C@H](C)CCCC